6-bromo-5-methoxy-3-methyl-imidazo[4,5-b]pyridine BrC=1C=C2C(=NC1OC)N(C=N2)C